N1CCC2=C(C=CC=C12)C1=NC=C(C=N1)C=O 2-(2,3-dihydro-1H-indol-4-yl)pyrimidine-5-carbaldehyde